COC(/C=C/C=C\[Si](C(C)C)(C(C)C)C(C)C)OC [(1Z,3E)-5,5-Dimethoxypenta-1,3-dien-1-yl]triisopropylsilane